tert-butyl (R)-(2-(((3-(2-((6-fluoro-2-methylpyridin-3-yl)oxy)-4-methyl-5-(trifluoromethyl)nicotinamido)phenyl)(methyl)(oxo)-λ6-sulfaneylidene)amino)-2-oxoethyl)carbamate FC1=CC=C(C(=N1)C)OC1=C(C(=O)NC=2C=C(C=CC2)[S@](=O)(C)=NC(CNC(OC(C)(C)C)=O)=O)C(=C(C=N1)C(F)(F)F)C